4-fluorobenzyl (7-cyclopropyl-1-hydroxy-1,3-dihydrobenzo[c][1,2]oxaborole-6-carbonyl)-L-valinate C1(CC1)C1=C(C=CC2=C1B(OC2)O)C(=O)N[C@@H](C(C)C)C(=O)OCC2=CC=C(C=C2)F